2-amino-N-[2-(3-methoxyphenoxy)-phenyl-3,4,5,6-d4]-acetamide NCC(=O)NC1=C(C(=C(C(=C1[2H])[2H])[2H])[2H])OC1=CC(=CC=C1)OC